FC1=CC(=C2C(=CNC2=C1C)C(C(=O)N(C)C)=O)O 2-(6-fluoro-4-hydroxy-7-methylindol-3-yl)-N,N-dimethylglyoxylamide